(1-(2,2-difluoroethyl)pyrrolidin-2-yl)methanol FC(CN1C(CCC1)CO)F